2-[4-{5-chloro-2-[5-(trifluoromethyl)-1,2-oxazol-3-yl]phenyl}-5-methoxy-2-oxopyridin-1(2H)-yl]butanoic acid tert-butyl ester C(C)(C)(C)OC(C(CC)N1C(C=C(C(=C1)OC)C1=C(C=CC(=C1)Cl)C1=NOC(=C1)C(F)(F)F)=O)=O